1,1,1,2,6,6,6-heptafluoro-2,5,5-tris(trifluoromethyl)hex-3-ene FC(C(C=CC(C(F)(F)F)(C(F)(F)F)C(F)(F)F)(C(F)(F)F)F)(F)F